1-[[2-(difluoro-methoxy)pyridin-4-yl]methyl]-3-[1-(3-fluoro-1-bicyclo[1.1.1]pentanyl)cyclopropyl]urea FC(OC1=NC=CC(=C1)CNC(=O)NC1(CC1)C12CC(C1)(C2)F)F